NC1=CC(=C(C=C1OC)N1CCC(CC1)N1CCC(CC1)CN1CCN(CC1)C=1C=C2C(N(C(C2=CC1)=O)C1C(NC(CC1)=O)=O)=O)C 5-(4-((1'-(4-amino-5-methoxy-2-methylphenyl)-[1,4'-bipiperidin]-4-yl)methyl)piperazin-1-yl)-2-(2,6-dioxopiperidin-3-yl)isoindoline-1,3-dione